C1(C(C(CCCCCCCCC1)([2H])[2H])([2H])[2H])=O cyclododecanone-d4